N-(5-amino-2-(2-(dimethylamino)ethoxy)phenyl)acetamide NC=1C=CC(=C(C1)NC(C)=O)OCCN(C)C